C1=CC=CC=2CCCCC12 5,6,7,8-tetrahydronaphthalene